FC=1C=C(C=C(C1)OCCOC)C1=CC=2C(=NC=CC2C=2C=C3C(=NNC3=CC2)N)N1 5-(2-(3-Fluoro-5-(2-methoxyethoxy)phenyl)-1H-pyrrolo[2,3-b]pyridin-4-yl)-1H-indazol-3-amine